C1=C(C=CC2=CC=CC=C12)C=1C2=CC=CC=C2C(=C2C=CC(=CC12)C)C1=CC2=CC=CC=C2C=C1 9,10-bis(2-naphthyl)-2-Methyl-Anthracene